2-((4-methyl-2-(trifluoromethyl)pyrimidin-5-yl)sulfonyl)-6-(oxetan-3-ylmethyl)-2,6-diazaspiro[3.3]heptane CC1=NC(=NC=C1S(=O)(=O)N1CC2(C1)CN(C2)CC2COC2)C(F)(F)F